C(C)(C)C1=C(NC2=CC=C(C=C12)C1=CCN(CC1)C(=O)OC(C)(C)C)C1=CC(=C(C=C1)OC)OC tert-butyl 4-(3-isopropyl-2-(3,4-dimethoxyphenyl)-1H-indol-5-yl)-5,6-dihydropyridine-1(2H)-carboxylate